p-iodobenzaldehyde C1=CC(=CC=C1C=O)I